(R)-2-methylpyrrolidine-2-carboxylic acid C[C@]1(NCCC1)C(=O)O